C(C#CCCCCC)OC(CCCCC(=O)OCCCCCCBr)OCC#CCCCCC 6-bromohexyl 6,6-bis(oct-2-yn-1-yloxy)hexanoate